FC(N1N=CC(=C1)C=1C=C(C=2N(C1)N=CC2C#N)C=2C=NC(=CC2)N2CCNCC2)F 6-(1-(difluoromethyl)-1H-pyrazol-4-yl)-4-(6-(piperazin-1-yl)pyridin-3-yl)pyrazolo[1,5-a]pyridine-3-carbonitrile